CC(C(=O)N1C[C@@H](CCC1)N1CC(C2=CNC=3N=CN=C1C32)C)=C 2-Methyl-1-((3R)-3-(3-methyl-3,4-dihydro-1,5,6,8-tetraazaacenaphthylen-5(1H)-yl)piperidin-1-yl)prop-2-en-1-one